N-[2-Chloro-6-(1-cyclobutyl-1,2,3,6-tetrahydropyridin-4-yl)phenyl]-4-cyano-4-methylpiperidine-1-carboxamide ClC1=C(C(=CC=C1)C=1CCN(CC1)C1CCC1)NC(=O)N1CCC(CC1)(C)C#N